2-chloro-1-methyl-5-(4,4,5,5-tetramethyl-1,3,2-dioxaborolan-2-yl)-1H-imidazole ClC=1N(C(=CN1)B1OC(C(O1)(C)C)(C)C)C